N1(C=NC2=C1C=CC=C2)C=2C1=C(N=C(N2)NC2=C(C=C(C=C2)N2C[C@@H](O[C@@H](C2)C)C)OC)NC=C1 4-(1H-benzo[d]imidazol-1-yl)-N-(4-((2S,6R)-2,6-dimethylmorpholino)-2-methoxyphenyl)-7H-pyrrolo[2,3-d]pyrimidin-2-amine